2-(2'-Hydroxy-3'-(2-butyl)-5'-(tert.butyl)-phenyl)-benzotriazole OC1=C(C=C(C=C1C(C)CC)C(C)(C)C)N1N=C2C(=N1)C=CC=C2